ClC=1C=CC(=C(C1)C=1C=C(C(=C(C=O)C1)O)F)NC(C)C=1C=C(C=C2C(C(=C(OC12)C(C)C)C)=O)C 5-[5-chloro-2-[1-(2-isopropyl-3,6-dimethyl-4-oxo-chromen-8-yl)ethylamino]phenyl]-3-fluoro-2-hydroxy-benzaldehyde